C(C)(=O)OC1C(OC(C(C1OC(C)=O)OC(C)=O)C(=O)OC)OC1=C(C=CC(=C1)OCCOCCN)CO 2-(5-(2-(2-aminoethoxy)ethoxy)-2-(hydroxymethyl)phenoxy)-6-(methoxycarbonyl)tetrahydro-2H-pyran-3,4,5-triyl triacetate